ClC=1C=C2C(C(NC2=CC1C(=O)OC)=O)=O methyl 5-chloro-2,3-dioxoindoline-6-carboxylate